Cl.CN(CCCN=C=NCC)C L-1-(3-dimethylaminopropyl)-3-ethyl-carbodiimide hydrochloride